ethyl 1-(6-(3,3-difluorobutyl)pyrazin-2-yl)piperidine-4-carboxylate FC(CCC1=CN=CC(=N1)N1CCC(CC1)C(=O)OCC)(C)F